C(C=C)N1C(C=2N=C(N=CC2C1=O)NC1=NC=C(C(=C1)N[C@H](CO)C1=CC=CC=C1)C1=NC(=NO1)C)(C)C (S)-6-allyl-2-((4-((2-hydroxy-1-phenylethyl)amino)-5-(3-methyl-1,2,4-oxadiazol-5-yl)pyridin-2-yl)amino)-7,7-dimethyl-6,7-dihydro-5H-pyrrolo[3,4-d]pyrimidin-5-one